N-(4-{[(2R)-6-chloro-4-oxo-3,4-dihydro-2H-1-benzopyran-2-carbonyl]amino}bicyclo[2.1.1]hexan-1-yl)-5-(trifluoromethoxy)pyridine-2-carboxamide ClC=1C=CC2=C(C(C[C@@H](O2)C(=O)NC23CCC(C2)(C3)NC(=O)C3=NC=C(C=C3)OC(F)(F)F)=O)C1